1-(2-(diethylamino)ethyl)-3-(2-(3-ethoxyphenyl)pyrimidin-5-yl)urea C(C)N(CCNC(=O)NC=1C=NC(=NC1)C1=CC(=CC=C1)OCC)CC